(4aR,8aS)-6-(3-(6-(3-Chlorophenoxy)pyridin-3-yl)azetidin-1-carbonyl)hexahydro-2H-pyrido[4,3-b][1,4]oxazin-3(4H)-on ClC=1C=C(OC2=CC=C(C=N2)C2CN(C2)C(=O)N2C[C@@H]3[C@@H](OCC(N3)=O)CC2)C=CC1